C(CC=1NC=CC1)C=1NC=CC1 1,2-ethanediyl-bis(pyrrole)